2-methoxy-11-oxo-10,11-dihydrodibenzo[b,f][1,4]thiazepine-8-carboxylic acid COC=1C=CC2=C(C(NC3=C(S2)C=CC(=C3)C(=O)O)=O)C1